naphthyl(phenanthrenyl)anthracene-d8 C1(=CC=CC2=CC=CC=C12)C1=C2C(=C(C(=C(C2=C(C=2C(=C(C(=C(C12)[2H])[2H])[2H])[2H])[2H])[2H])[2H])[2H])C1=CC=CC=2C3=CC=CC=C3C=CC12